C(C1=CC=CC=C1)OC1=NC(=CC=C1C1=NN(C2=CC(=CC=C12)N1CC2(CCCN(C2)C(=O)OC(C)(C)C)CCC1)C)OCC1=CC=CC=C1 tert-butyl 8-(3-(2,6-bis(benzyloxy) pyridin-3-yl)-1-methyl-1H-indazol-6-yl)-2,8-diazaspiro[5.5]undecane-2-carboxylate